5-(p-tolyl)dihydrofuran-2(3H)-one C1(=CC=C(C=C1)C1CCC(O1)=O)C